(R)-2-((tert-Butyldimethylsilyl)oxy)-3-(4-(1,3-dinitroprop-2-yl)phenoxy)propanoic acid tert-butyl ester C(C)(C)(C)OC([C@@H](COC1=CC=C(C=C1)C(C[N+](=O)[O-])C[N+](=O)[O-])O[Si](C)(C)C(C)(C)C)=O